4-[[2-(trimethylsilyl)ethoxy]methyl]-1,2,4-triazole C[Si](CCOCN1C=NN=C1)(C)C